N-(2H3)methylpyridazine-3-carboxamide C(NC(=O)C=1N=NC=CC1)([2H])([2H])[2H]